ClC=1C(=NC(=NC1C)C)NC(CC)C=1C(=NC=C(C1)C1=CNC2=NC=C(C=C12)N1CCCCC1)OC 5-chloro-N-(1-(2-methoxy-5-(5-(piperidin-1-yl)-1H-7-azaindol-3-yl)-pyridin-3-yl)propyl)-2,6-dimethylpyrimidin-4-amine